Difluoromethyl-amide FC(F)[NH-]